C(C)OC1=C(C=C2C(=NC=NC2=C1)N)N 7-ethoxyquinazoline-4,6-diamine